C(C)(=O)O[C@@H]1[C@@](O[C@H]([C@@H]1OC(C)=O)C1=CC=C2C(=NC=NN21)N)(C#N)COC(C)=O (2R,3S,4S,5S)-2-(acetoxymethyl)-5-(4-aminopyrrolo[2,1-f][1,2,4]triazin-7-yl)-2-cyanotetrahydrofuran-3,4-diyl diacetate